C(C1=CC=CC=C1)N1CCC2(C(N(C(N2C(=O)OC(C)(C)C)=O)C(=O)OC(C)(C)C)=O)CC1 di-tert-butyl 8-benzyl-2,4-dioxo-1,3,8-triazaspiro[4.5]decane-1,3-dicarboxylate